7-chloro-2-(piperidine-4-sulfonyl)-1,6-naphthyridine ClC1=NC=C2C=CC(=NC2=C1)S(=O)(=O)C1CCNCC1